FC1=CC=C2C=CC(OC2=C1)=O 7-Fluoro-2-oxo-2H-chromen